C1(CC1)OC1=NC=CC(=C1)C1=CC(=NN1)C(=O)N1CCC(CC1)C(=O)NC1CCC(CC1)C 1-[5-(2-cyclopropoxypyridin-4-yl)-1H-pyrazole-3-carbonyl]-N-(4-methylcyclohexyl)piperidine-4-carboxamide